FC1(CCC(CC1)C=1OC(=CN1)C(=O)N)F 2-(4,4-difluorocyclohexyl)-1,3-oxazole-5-carboxamide